2-amino-N-{[methyl({[6-(trifluoromethoxy)-1,3-benzothiazol-2-yl]carbamoyl}methyl)carbamoyl]methyl}acetamide NCC(=O)NCC(N(CC(NC=1SC2=C(N1)C=CC(=C2)OC(F)(F)F)=O)C)=O